ethyl 2-((2S,4R)-4-((((9H-fluoren-9-yl)methoxy)carbonyl)amino)-1-(imidazo[1,2-a]pyridine-2-carbonyl)pyrrolidin-2-yl)thiazole-4-carboxylate C1=CC=CC=2C3=CC=CC=C3C(C12)COC(=O)N[C@@H]1C[C@H](N(C1)C(=O)C=1N=C2N(C=CC=C2)C1)C=1SC=C(N1)C(=O)OCC